(2s,5r)-5-(2-chlorophenyl)-1-(3-methyl-5-(trifluoromethyl)benzoyl)pyrrolidine-2-carboxylic acid ClC1=C(C=CC=C1)[C@H]1CC[C@H](N1C(C1=CC(=CC(=C1)C(F)(F)F)C)=O)C(=O)O